(cyanomethyl)-5-(tetrahydro-2H-pyran-4-yl)-1H-indole-2-carboxylic acid ethyl ester C(C)OC(=O)C=1N(C2=CC=C(C=C2C1)C1CCOCC1)CC#N